C(CC(=O)OCCCCCCCCCCCC)(=S)OCCCCCCCCCCCC dilauryl thiomalonate